BrC1=CC(=C(C(=O)N2C[C@@H](N(C[C@H]2C)C(=O)OC(C)(C)C)C)C=C1)F tert-butyl (2S,5R)-4-(4-bromo-2-fluorobenzoyl)-2,5-dimethylpiperazine-1-carboxylate